tetradecyl-1,3-propanediamine C(CCCCCCCCCCCCC)C(CCN)N